tert-butyl 2-[[(4R,7R,8aS)-2-(8-cyano-5-quinolyl)-4-methyl-3,4,6,7,8,8a-hexahydro-1H-pyrrolo[1,2-a]pyrazin-7-yl]amino]-5-methyl-5,7-dihydropyrrolo[3,4-b]pyridine-6-carboxylate C(#N)C=1C=CC(=C2C=CC=NC12)N1C[C@H]2N([C@@H](C1)C)C[C@@H](C2)NC2=CC=C1C(=N2)CN(C1C)C(=O)OC(C)(C)C